C(C)(C)(C)OC(NC1=C(C=2N(C=C1)N=CC2I)OC)=O (3-Iodo-4-methoxypyrazolo[1,5-a]pyridin-5-yl)carbamic acid tert-butyl ester